ClC1=C(C=C2CCN(CC2=C1)C)NC1=NC=C(C(=N1)C1=CC2=C(C(N(CCS2(=O)=O)CC2CC2)=O)S1)C(F)(F)F 7-(2-((7-chloro-2-methyl-1,2,3,4-tetrahydroisoquinolin-6-yl)amino)-5-(trifluoromethyl)pyrimidin-4-yl)-4-(cyclopropylmethyl)-3,4-dihydrothieno[2,3-f][1,4]thiazepin-5(2H)-one 1,1-dioxide